methyl mesaconate C(\C(\C)=C\C(=O)[O-])(=O)OC